C(#N)C1=C(SC2=C1C(=NC=C2F)C=2C1=C(C=3C=NC(=NC3C2F)N2C[C@@]3(C[C@@H]3C2)N(C)C)COC1)NC(OC(C)(C)C)=O tert-Butyl (3-cyano-4-(3-((1S,5R)-1-(dimethylamino)-3-azabicyclo[3.1.0]hexan-3-yl)-5-fluoro-7,9-dihydrofuro[3,4-f]quinazolin-6-yl)-7-fluorothieno[3,2-c]pyridin-2-yl)carbamate